peroxyl-hexane O(O)CCCCCC